4-methyl-2-(4-oxoquinazolin-3(4H)-yl)pentanoic acid CC(CC(C(=O)O)N1C=NC2=CC=CC=C2C1=O)C